CC(=O)C.CC(=O)C.C([C@H]([C@H]([C@@H](C(=O)CO)O)O)O)O 1,2,4,5-di-O-isopropylidene-beta-D-fructopyranose